tert-butyl 4-(3-methyl-1H-indazol-4-yl)-3,6-dihydropyridine-1(2H)-carboxylate CC1=NNC2=CC=CC(=C12)C=1CCN(CC1)C(=O)OC(C)(C)C